C[C@H]1N(CCC(C1)C1=CC2=C(N(C(O2)=O)C)C=C1)C(=O)OC(C)(C)C tert-Butyl (2R)-2-methyl-4-(3-methyl-2-oxo-1,3-benzoxazol-6-yl)piperidine-1-carboxylate